COC(=O)C1N(CC(CC1)(F)F)CC1=CC=CC=C1 1-benzyl-5,5-difluoro-piperidine-2-carboxylic acid methyl ester